1,5-anhydro-3-(((7-(4-((cyclopropylmethyl)-carbamoyl)-3-fluorobenzyl)-4-methoxy-2,3-dihydro-1-benzofuran-5-yl)carbonyl)amino)-2,3-dideoxy-L-threo-pentitol C1(CC1)CNC(=O)C1=C(C=C(CC2=CC(=C(C=3CCOC32)OC)C(=O)N[C@H]3CCOC[C@@H]3O)C=C1)F